(3S,7aR,9R,11aR)-9-amino-3-isopropyl-3,6,7,7a,8,9,10,11-octahydro-2H-oxazolo[2,3-j]quinolin-5-one N[C@H]1C[C@H]2CCC(N3[C@]2(CC1)OC[C@@H]3C(C)C)=O